(R)-N-((S)-3-(4-carbamoylphenyl)-2-(dimethylamino)-propyl)-1-phenylpyrrolidine-2-carboxamide C(N)(=O)C1=CC=C(C=C1)C[C@@H](CNC(=O)[C@@H]1N(CCC1)C1=CC=CC=C1)N(C)C